CC(C)([C@H](C(=O)O)N)S 3,3-dimethyl-D(-)-cysteine